O=C1[C@H](C2C(NCC(N2)C(=O)OC(C)(C)C)N1)CC#C tert-butyl (7S,8aS)-6-oxo-7-(prop-2-yn-1-yl)hexahydropyrrolopyrazine-2(1H)-carboxylate